4-Aminoresorcinol hydrochloride Cl.NC1=C(C=C(O)C=C1)O